diisopropyl dithioxanthate S(C(=S)[S-])C(C)C.S(C(=S)[S-])C(C)C